FC=1C(=NC(=NC1)N[C@H]1[C@@H](COCC1)O)C1=CC=C2C(C(=C(N(C2=C1)C(C)C)CO)C)=O 7-(5-fluoro-2-(((3S,4R)-3-hydroxytetrahydro-2H-pyran-4-yl)amino)pyrimidin-4-yl)-2-(hydroxymethyl)-1-isopropyl-3-methylquinolin-4(1H)-one